8-(6-(4-(4-fluorophenyl)-1-methyl-1H-imidazol-5-yl)quinolin-3-yl)-1,4-dioxo-8-azaspiro[4.5]decane FC1=CC=C(C=C1)C=1N=CN(C1C=1C=C2C=C(C=NC2=CC1)N1CCC2(C(CCC2=O)=O)CC1)C